2-hydroxy-4,2',4'-trihydroxybenzophenone OC1=C(C(=O)C2=C(C=C(C=C2)O)O)C=CC(=C1)O